(R)-2,2'-bis(di-p-tolylphosphino)-6,6'-dimethoxy-1,1'-biphenyl C1(=CC=C(C=C1)P(C1=C(C(=CC=C1)OC)C1=C(C=CC=C1OC)P(C1=CC=C(C=C1)C)C1=CC=C(C=C1)C)C1=CC=C(C=C1)C)C